C(C)(C)(C)OC(=O)NCCCCC(C)N1C(=NC2=C1C(=CC=C2)C=2C(=NC=CC2)OC)NC(=O)C=2C=C(C(=O)OC)C=CC2 methyl 3-((1-(6-((tert-butoxycarbonyl)amino)hexan-2-yl)-7-(2-methoxypyridin-3-yl)-1H-benzo[d]imidazol-2-yl)carbamoyl)benzoate